CN1CCN(CC1)CC=1C(=C(C=CC1)NC(C1=CC(=C(C=C1)CCC)CNC=1C=NC=NC1)=O)C(F)(F)F N-(3-((4-methylpiperazin-1-yl)methyl)(trifluoromethyl)phenyl)-4-propyl-3-((pyrimidin-5-ylamino)methyl)benzamide